[3-(2-chloro-6-methyl-4-pyridinyl)-5-(2-hydroxy-2-methyl-propoxy)pyrazolo[1,5-a]pyrimidin-2-yl]benzonitrile ClC1=NC(=CC(=C1)C=1C(=NN2C1N=C(C=C2)OCC(C)(C)O)C2=C(C#N)C=CC=C2)C